BrC(=CC1(CC1)C(F)(F)F)Br 1-(2,2-dibromovinyl)-1-(trifluoromethyl)cyclopropane